2-(4-CHLOROPHENYL)-2-HYDROXY-N-(3-METHOXY-4-(PROP-2-YN-1-YLOXY)PHENETHYL)ACETAMIDE ClC1=CC=C(C=C1)C(C(=O)NCCC1=CC(=C(C=C1)OCC#C)OC)O